N1CNCC2=CC3=C(C=C12)C1(C=N3)C=COC=C1 tetrahydrospiro[pyran-4,8'-pyrrolo[2,3-g]quinazolin]